C(C)N1[C@@H]2N(C3=C(C1)C=C(C=N3)C(F)(F)F)CCNC2 (R)-6-ethyl-3-(trifluoromethyl)-5,6,6a,7,9,10-hexahydro-8H-pyrazino[1,2-a]pyrido[3,2-e]pyrimidin